4-(4-(Phenethylamino)phenyl)piperazine-1-carboxylate C(CC1=CC=CC=C1)NC1=CC=C(C=C1)N1CCN(CC1)C(=O)[O-]